ONC(C1=CC(=C(C=C1)OC)OC)=N N-hydroxy-3,4-dimethoxybenzamidine